1-(2,2-difluoro-2-((3R,5R,8R,9R,10S,13S,14S,17S)-3-hydroxy-3,13-dimethylhexadecahydro-1H-cyclopenta[a]phenanthren-17-yl)ethyl)-1H-pyrazole-4-carbonitrile FC(CN1N=CC(=C1)C#N)([C@H]1CC[C@H]2[C@@H]3CC[C@@H]4C[C@](CC[C@@H]4[C@H]3CC[C@]12C)(C)O)F